ClC=1C=NNC1C1=NC(=NC(=C1)N1C[C@@H](CC1)NC)N (R)-4-(4-chloro-1H-pyrazol-5-yl)-6-(3-(methylamino)pyrrolidin-1-yl)pyrimidin-2-amine